CC1(CC(C1)N1N=NC=2C1=NC=C(C2)B2OC(C(O2)(C)C)(C)C)O (cis)-1-methyl-3-[6-(4,4,5,5-tetramethyl-1,3,2-dioxaborolan-2-yl)-3H-[1,2,3]triazolo[4,5-b]pyridin-3-yl]cyclobutan-1-ol